N-neopentylpropane-1,3-diamine C(C(C)(C)C)NCCCN